2-(4-(4-benzyl-piperazin-1-yl)-phenyl)-1H-indol-4-carboxamide C(C1=CC=CC=C1)N1CCN(CC1)C1=CC=C(C=C1)C=1NC=2C=CC=C(C2C1)C(=O)N